stearoylmyristoylglycerol hemisuccinate C(CCC(=O)O)(=O)O.C(CCCCCCCCCCCCCCCCC)(=O)C(O)(C(O)CO)C(CCCCCCCCCCCCC)=O.C(CCCCCCCCCCCCCCCCC)(=O)C(O)(C(O)CO)C(CCCCCCCCCCCCC)=O